tert-butoxycarbonyl-glutamic acid dimethyl ester COC([C@@H](NC(=O)OC(C)(C)C)CCC(=O)OC)=O